benzyl-3-azabicyclo[3.2.1]octane-8-carbonitrile C(C1=CC=CC=C1)C12CNCC(CC1)C2C#N